6-chloro-2-methoxy-3-[2-(trimethylsilyl)ethynyl]pyridine ClC1=CC=C(C(=N1)OC)C#C[Si](C)(C)C